4-acetyl-6-oxo-1-(tetrahydro-2H-pyran-4-yl)-1,6-dihydropyridine-3-carboxylic acid methyl ester COC(=O)C1=CN(C(C=C1C(C)=O)=O)C1CCOCC1